C1(CC1)C1=CC(=NN1C)C(=O)O 5-cyclopropyl-1-methyl-1H-pyrazole-3-carboxylic acid